ClC=1C=CC(=NC1C(F)(F)F)C(O)(C=1N(C=C(N1)SC)COCC[Si](C)(C)C)C1=CC=C(C=C1)Cl (5-chloro-6-(trifluoromethyl)pyridin-2-yl)(4-chloro-phenyl)(4-(methylthio)-1-((2-(trimethylsilyl)ethoxy)methyl)-1H-imidazol-2-yl)methanol